O=C1N=CC2=C(N1)N=CC(=C2)C#N oxopyrido[2,3-d]pyrimidine-6-carbonitrile